7-(4-(4-(benzo[b]thiophen-4-yl)piperazin-1-yl)butoxy)-1-tetracosanoylquinolin-2(1H)-one S1C2=C(C=C1)C(=CC=C2)N2CCN(CC2)CCCCOC2=CC=C1C=CC(N(C1=C2)C(CCCCCCCCCCCCCCCCCCCCCCC)=O)=O